Cl.N=1N2C(C(NC1)=O)=NC=C2 imidazo[2,1-f][1,2,4]triazin-4(3H)-one hydrochloride